ClC=1C(=C2C(=NC1)NC(=N2)C2=CC=C(C=C2)N2CC(N(CC2)CCCOC)=O)NC2CCN(CC2)CC 4-(4-{6-Chloro-7-[(1-ethylpiperidin-4-yl)amino]-3H-imidazo[4,5-b]pyridin-2-yl}phenyl)-1-(3-methoxypropyl)piperazin-2-one